[C-]#N.C(CCC)[NH+]1CC(CCC1)CCCC 1,3-dibutylpiperidinium cyanide